(R)-5-(cyclopropylamino)-2-(3-(5-(3-hydroxy-1-methyl-2-oxopyrrolidin-3-yl)isoxazol-3-yl)phenyl)pyrimidine-4-carboxamide benzyl-2-oxo-3,6-diazabicyclo[3.1.1]heptane-6-carboxylate C(C1=CC=CC=C1)OC(=O)N1C2CNC(C1C2)=O.C2(CC2)NC=2C(=NC(=NC2)C2=CC(=CC=C2)C2=NOC(=C2)[C@]2(C(N(CC2)C)=O)O)C(=O)N